C1N(CCC12CNCC2)C(=O)[O-] 2,7-diazaspiro[4.4]nonane-2-Carboxylate